3-(allyloxy)-2-hydroxypropyl-trimethylammonium chloride [Cl-].C(C=C)OCC(C[N+](C)(C)C)O